N-Phenylisobutyramide C1(=CC=CC=C1)NC(C(C)C)=O